FC(OC=1C=C(CN(C2=C(C(=NC=N2)NCC2C(CN(CC2)CC(=O)N)O)F)C)C=CC1)F 2-(4-(((6-((3-(difluoromethoxy)benzyl)(methyl)amino)-5-fluoropyrimidin-4-yl)amino)methyl)-3-hydroxypiperidin-1-yl)acetamide